N=1C=C(N2C1C=CC=C2)C2=NN(C(=C2C(F)(F)F)C(=O)NC2=CC(=NC=C2)C(F)(F)F)C 3-(imidazo[1,2-a]pyridin-3-yl)-1-methyl-4-(trifluoromethyl)-N-(2-(trifluoromethyl)pyridin-4-yl)-1H-pyrazole-5-carboxamide